3-Amino-phthalhydrazide NC1=C2C(C(=O)NNC2=O)=CC=C1